4-(2-(4-isopropyl-5-(8-methoxy-[1,2,4]triazolo[1,5-a]pyridin-6-yl)-1H-pyrazol-3-yl)thiazol-5-yl)-N-(3,3,3-trifluoropropyl)cyclohexan-1-amine C(C)(C)C=1C(=NNC1C=1C=C(C=2N(C1)N=CN2)OC)C=2SC(=CN2)C2CCC(CC2)NCCC(F)(F)F